C(C)OC1=NC=CC=C1C=1C=C(C2=C(N1)N(N=C2C(C)C)C)NCC2=NC=CC=N2 6-(2-ethoxy-3-pyridinyl)-3-isopropyl-1-methyl-N-(pyrimidin-2-ylmethyl)pyrazolo[3,4-b]pyridin-4-amine